dibutyldiphenylethyldiphenylamine C(CCC)C=1C(=C(C=CC1)N(C1=CC=CC=C1)CC(C1=CC=CC=C1)C1=CC=CC=C1)CCCC